C1(=CC=CC=C1)C1=C(C(OC12CC1(CCCCC1)CO2)=O)C2=CC=C(C=C2)C 4-Phenyl-3-(p-tolyl)-1,14-dioxadispiro[4.1.57.25]tetradec-3-en-2-on